(propanesultone) carbonate C(O)(O)=O.C1CCOS1(=O)=O